methyl-5-carboxymethyluridine C[C@@]1([C@H](O)[C@H](O)[C@@H](CO)O1)N1C(=O)NC(=O)C(=C1)CC(=O)O